6-(4-methyl-1H-benzo[d]imidazol-6-yl)-4-(2-(tetrahydro-2H-pyran-4-yl)ethyl)-3,4-dihydropyrazino[2,3-b]pyrazin-2(1H)-one CC1=CC(=CC=2NC=NC21)C=2N=C1C(=NC2)NC(CN1CCC1CCOCC1)=O